5-(4-chlorophenyl)-2,3-dimethyl-7H-1,7-naphthyridin-8-one ClC1=CC=C(C=C1)C=1C=2C=C(C(=NC2C(NC1)=O)C)C